ClC1N(CCC2(C1)C1=C(N=CO2)C=CC=C1)CCC1=CC=C(C=C1)C(F)(F)F chloro-1'-(4-(trifluoromethyl)phenethyl)spiro[benzo[d][1,3]oxazine-4,4'-piperidin]